C(CCCCC(=O)OCC(COC(CCCCC(=O)OCC\C=C/CCCCC)=O)(CO)COC(=O)C1(CCCCC1)C1CCCCC1)(=O)OCC\C=C/CCCCC O6-[2-[(1-cyclohexylcyclohexanecarbonyl)oxymethyl]-2-(hydroxymethyl)-3-[6-[(Z)-non-3-enoxy]-6-oxo-hexanoyl]oxy-propyl] O1-[(Z)-non-3-enyl] hexanedioate